C(#N)C1C(COCC1)N1N=C(C(=C1)C(=O)N)NC1=CC2=C(C(OB2O)(C)C)C=C1 1-(4-cyanotetrahydropyran-3-yl)-3-[(1-hydroxy-3,3-dimethyl-2,1-benzoxaborol-6-yl)amino]pyrazole-4-carboxamide